N-(4-Chlorophenyl)-5,5-difluoro-1-(3-(pyridin-4-yl)benzoyl)piperidine-3-carboxamide ClC1=CC=C(C=C1)NC(=O)C1CN(CC(C1)(F)F)C(C1=CC(=CC=C1)C1=CC=NC=C1)=O